FC1=NC(=CC(=C1)NC1=CC=C(C(=N1)C(=O)NC1(CCC1)C(C)C)OC)F 6-[(2,6-difluoro-4-pyridinyl)amino]-N-(1-isopropylcyclobutyl)-3-methoxy-pyridine-2-carboxamide